1-[2,5-dichloro-4-(difluoromethoxy)phenyl]-3-[(1S)-1-(2-pyrimidin-2-yl-1,2,4-triazol-3-yl)ethyl]urea ClC1=C(C=C(C(=C1)OC(F)F)Cl)NC(=O)N[C@@H](C)C=1N(N=CN1)C1=NC=CC=N1